FC=1C=C(C(=NC1)OC)C(CC=C)NC(C)=O N-(1-(5-fluoro-2-methoxypyridin-3-yl)but-3-en-1-yl)acetamide